Cl.FC(OC1=C(C=CC=C1)NN)(F)F (2-(trifluoromethoxy)phenyl)hydrazine hydrochloride